trans-N-(4-(5-chlorobenzofuran-2-carboxamido)cyclohexyl)-5-(4-chlorophenyl)-1,3,4-oxadiazole ClC=1C=CC2=C(C=C(O2)C(=O)N[C@@H]2CC[C@H](CC2)N2COC(=N2)C2=CC=C(C=C2)Cl)C1